COC(N[C@H](C(=O)NC=1C(N(C=CC1)CC=1NC2=CC=C(C=C2C1)F)=O)CC\C=C\C(=O)N)=O Methyl-(S,E)-(7-amino-1-((1-((5-fluoro-1H-indol-2-yl)methyl)-2-oxo-1,2-dihydropyridin-3-yl)amino)-1,7-dioxohept-5-en-2-yl)carbamat